C(C=C)N1C(N(CC=2C1=NC(=NC2)NC2=CC(=C(C=C2)N2CCN(CC2)C)CO)C2=C(C=CC=C2C)C)=O 1-Allyl-3-(2,6-dimethyl-phenyl)-7-[3-hydroxymethyl-4-(4-methyl-piperazin-1-yl)-phenylamino]-3,4-dihydro-1H-pyrimido[4,5-d]pyrimidin-2-one